FC(C(=O)O)(F)F.NC1=CC=C(C=C1)C1=NC=NC=2NC(CN(C12)C)=O 4-(4-aminophenyl)-5-methyl-5,8-dihydropteridin-7(6H)-one trifluoroacetate